CC1=NC2=CC=CC=C2C(=C1)C(=O)OCC Ethyl 2-methylquinoline-4-carboxylate